FC1=C2C(=CN=C1N1CCC(CC1)NC1COC1)NC(=C2C(C)C)C=2C=C(C=1N(C2)N=CN1)OC 1-(4-fluoro-3-isopropyl-2-(8-methoxy-[1,2,4]triazolo[1,5-a]pyridin-6-yl)-1H-pyrrolo[2,3-c]pyridin-5-yl)-N-(oxetan-3-yl)piperidin-4-amine